OC(CN1CC(C(C1)C)COC1=CC=C(C=C1)S(=O)(=O)C)C=1C=C(C#N)C=CC1 3-(1-hydroxy-2-{3-[(4-methanesulfonylphenoxy)methyl]-4-methylpyrrolidin-1-yl}ethyl)benzonitrile